FC1=CC=C(C=C1)C1=C(C(N(C2=NC=CC=C12)CC=1C=NC=CC1)=O)C(=O)NC1CC2(C1)CCC2 (4-fluorophenyl)-2-oxo-1-(pyridin-3-ylmethyl)-N-(spiro[3.3]hept-2-yl)-1,2-dihydro-1,8-naphthyridine-3-carboxamide